FC1=NC(=CC(=C1)N(C(CC(=O)OC)=O)C=1SC(=C(N1)C(NC1C(CC1)(C)C)=O)C)F methyl 3-[(2,6-difluoro-4-pyridyl)-[4-[(2,2-dimethyl cyclobutyl)carbamoyl]-5-methyl-thiazol-2-yl]amino]-3-oxo-propanoate